N(=[N+]=[N-])C1=CC=C(C=C1)CCC(=O)OCC#N Cyanomethyl 3-(4-azidophenyl)propanoate